C1(=CC=CC=C1)S.[Li] Lithium thiophenol